N-[(2S,3R,4S)-2-[(2,3'-difluoro[1,1'-biphenyl]-3-yl)methyl]-4-fluoro-1-(2-hydroxy-2-methylpropanoyl)pyrrolidin-3-yl]methanesulfonamide FC1=C(C=CC=C1C[C@@H]1N(C[C@@H]([C@@H]1NS(=O)(=O)C)F)C(C(C)(C)O)=O)C1=CC(=CC=C1)F